N1(CCCCC1)C1=C2C3=C(NC2=CC=C1)C=NC(=C3COC)C(=O)OCC Ethyl 5-(piperidinyl)-4-(methoxymethyl)-9H-pyrido[3,4-b]indole-3-carboxylate